2-bromo-1-fluoro-4-methoxybenzene BrC1=C(C=CC(=C1)OC)F